1-cyclopropyl-5-(2,6-dimethylphenoxy)-4-[2-(2,6-dimethylpyridin-4-yl)-6-methyl-7-oxo-1H-pyrrolo[2,3-c]pyridin-4-yl]pyridin-2-one hydrochloride Cl.C1(CC1)N1C(C=C(C(=C1)OC1=C(C=CC=C1C)C)C=1C2=C(C(N(C1)C)=O)NC(=C2)C2=CC(=NC(=C2)C)C)=O